4-((2-(piperidin-4-yl)ethoxy)methyl)piperidine tert-butyl-pyridine-1-carboxylate C(C)(C)(C)OC(=O)N1CC=CC=C1.N1CCC(CC1)CCOCC1CCNCC1